FC1=C(C=CC(=C1)OC1=NN(C=C1)C1=CC(=NC=C1)F)NC(OCC1=CC=CC=C1)=O Benzyl (2-fluoro-4-{[1-(2-fluoropyridin-4-yl)-1H-pyrazol-3-yl]oxy}phenyl)carbamate